FC1=C(C=CC=C1)C1=NC2=CC(=CC=C2C=C1)C(=O)O 2-(2-fluorophenyl)quinoline-7-carboxylic acid